CC(CCC=O)C 4-methylvaleraldehyde